3-(3-bromo-1-benzofuran-5-yl)-2-{1-[(tert-butoxy)carbonyl]pyrrolidin-3-yl}propionic acid BrC1=COC2=C1C=C(C=C2)CC(C(=O)O)C2CN(CC2)C(=O)OC(C)(C)C